C(C)(C)(C)OC(=O)NC=1C=CC(=NC1)C=1C=NN(C1NC(O[C@H](C)C=1C(=NC=C(C1)F)F)=O)C (R)-1-(2,5-difluoropyridin-3-yl)ethyl (4-(5-((tert-butoxycarbonyl)amino)pyridin-2-yl)-1-methyl-1H-pyrazol-5-yl)carbamate